C12CN(CC(CC1)N2)C2=NC(=NC1=C(C(=C(C=C21)C(=O)OC2=CC=CC=C2)C2=CC(=CC1=CC=CC=C21)O)F)OC[C@H]2N(CCC2)C Phenyl 4-(3,8-diazabicyclo[3.2.1]octan-3-yl)-8-fluoro-7-(3-hydroxy-1-naphthyl)-2-[[(2S)-1-methylpyrrolidin-2-yl]methoxy]quinazoline-6-carboxylate